ClC1=C(C=CC(=C1)F)C1=CC(OC2=CC(=CC=C12)N(C=CC(=O)N)C)=O 3-((4-(2-chloro-4-fluorophenyl)-2-oxo-2H-chromen-7-yl)(methyl)amino)propenamide